(S)-(3,4-Dimethoxyphenyl)(pyridin-2-yl)methanol COC=1C=C(C=CC1OC)[C@H](O)C1=NC=CC=C1